Cl.FC=1C(=NC=CC1OC)CN C-(3-fluoro-4-methoxy-pyridin-2-yl)-methylamine hydrochloride